O1C[C@@H](CCC1)C(=O)N1CCOC2=C(C1)C=CC(=C2)C(=O)OC methyl (R)-4-(tetrahydro-2H-pyran-3-carbonyl)-2,3,4,5-tetrahydrobenzo[f][1,4]oxazepine-8-carboxylate